ClC1=C(C(=CC=C1Cl)O)C1CC(NCC1)CNC(=O)N rel-[4-(2,3-dichloro-6-hydroxyphenyl)piperidin-2-yl]Methylurea